(trifluoromethyl)-4-indolecarboxylic acid FC(F)(F)C=1NC=2C=CC=C(C2C1)C(=O)O